COC(CCN1C=NC=C1NC)=O 3-(5-(methylamino)-1H-imidazol-1-yl)propionic acid methyl ester